2-amino-9-chloro-3-(3-(piperazin-1-yl)phenoxy)-10H-chromeno[3,2-b]pyridin-10-one hydrochloride Cl.NC1=C(C=C2C(=N1)C(C=1C(=CC=CC1O2)Cl)=O)OC2=CC(=CC=C2)N2CCNCC2